5-(chloromethyl)-2,4-dimethyl-thiazole hydrochloride Cl.ClCC1=C(N=C(S1)C)C